4-(diphenylamino)-N-(6-mercaptohexyl)benzamide C1(=CC=CC=C1)N(C1=CC=C(C(=O)NCCCCCCS)C=C1)C1=CC=CC=C1